C1=CC=CC=2C3=CC=CC=C3C(C12)COC(=O)N[C@H]1C[C@H](N(C1)C(=O)OC(C)(C)C)C(N[C@@H]1CCCC2=CC=CC=C12)=O (2S,4S)-tert-butyl 4-((((9H-fluoren-9-yl)methoxy)carbonyl)amino)-2-(((R)-1,2,3,4-tetrahydronaphthalen-1-yl)carbamoyl)pyrrolidine-1-carboxylate